N-(1-(6,7-Difluoro-4-oxo-3,4-dihydrophthalazin-1-yl)ethyl)-8-fluoro-N-methylindolizine-2-carboxamide FC=1C=C2C(NN=C(C2=CC1F)C(C)N(C(=O)C=1C=C2C(=CC=CN2C1)F)C)=O